C(C=C)N1N(C2=NC(=NC=C2C1=O)NC1=CC=C(C=C1)N1CCN(CC1)C(=O)OC(C)(C)C)C1=CC=C2C(=N1)[C@@](CC2)(O)CC (R)-tert-butyl 4-(4-((2-allyl-1-(7-ethyl-7-hydroxy-6,7-dihydro-5H-cyclopenta[b]pyridin-2-yl)-3-oxo-2,3-dihydro-1H-pyrazolo[3,4-d]pyrimidin-6-yl)amino)phenyl)piperazine-1-carboxylate